CN(C(O)=O)[C@H](CNC1=NC=CC(=N1)C1=C(N=C(S1)C(C)(C)C)C1=C(C(=CC=C1)NC(=O)OC(C)(C)C)F)C.N(=C=O)CC1CCC(CC1)CN=C=O 1,4-bis(isocyanatomethyl)cyclohexane Methyl-(S)-(1-((4-(4-(3-((tert-butoxycarbonyl)amino)-2-fluorophenyl)-2-(tert-butyl)thiazol-5-yl)pyrimidin-2-yl)amino)propan-2-yl)carbamate